N1=C(C=CC=C1C=1N=NN(C1)C=1C(=C(C(=O)O)C=CC1)C(F)(F)F)C=1N=NN(C1)C=1C(=C(C(=O)O)C=CC1)C(F)(F)F 4'-(pyridine-2,6-diyl-bis(1H-1,2,3-triazole-4,1-diyl))bis(2-(trifluoromethyl)benzoic acid)